C(C)C=1C=C2CN(C(C2=CC1CC1=CC=C(C=C1)OC)=O)[C@H]1COCC[C@@H]1O 5-ethyl-2-[(3S,4S)-4-hydroxytetrahydro-2H-pyran-3-yl]-6-(4-methoxybenzyl)-2,3-dihydro-1H-isoindol-1-one